ClCC=1N=C2N(C=C(C=C2)CO)C1 [2-(chloromethyl)imidazo[1,2-a]pyridin-6-yl]methanol